CN(CCCNCC1=CC(=C(C(=C1)OC)OC)CNCCCN(C)C)C 1,3-bis(3-dimethylaminopropylaminomethyl)-4,5-dimethoxybenzene